methylenebismyristic acid amide C(CCCCCCCCCCCCCC(=O)N)CCCCCCCCCCCCCC(=O)N